FC1=C(C(=CC=C1)F)C1=N[C@H](C2=NN=C(N2C=2SC=3CC[C@@H](CCC3C12)O)C)C |&1:21| (7S,14RS)-9-(2,6-difluorophenyl)-3,7-dimethyl-18-thia-2,4,5,8-tetrazatetracyclo[8.8.0.02,6.011,17]octadeca-1(10),3,5,8,11(17)-pentaen-14-ol